C(C)C=1C(NC=2C=C(C=NC2C1)CN1CC(C1)(C(F)(F)F)OC=1C=CC(=NC1)C(=O)NC)=O 5-((1-((7-ethyl-6-oxo-5,6-dihydro-1,5-naphthyridin-3-yl)methyl)-3-(trifluoromethyl)azetidin-3-yl)oxy)-N-methylpyridineamide